ClC=1C=CC=2C(=C3N(C2C1C=1C(=NN(C1C)C)C)[C@@H](CN(C3=O)C3=CN(C1=CC=C(C=C31)C(=O)O)C)C)CCCOC3=CC=C(C=C3)F (R)-3-(7-Chloro-10-(3-(4-fluorophenoxy)propyl)-4-methyl-1-oxo-6-(1,3,5-trimethyl-1H-pyrazol-4-yl)-3,4-dihydropyrazino[1,2-a]indol-2(1H)-yl)-1-methyl-1H-indole-5-carboxylic Acid